CN1N=C(C=C1NC1=NNC2=CC(=CC=C12)[C@@H]1C[C@@]12C(NC1=CC=C(C=C21)OC)=O)C (1R,2S)-2-{3-[(1,3-dimethyl-1H-pyrazol-5-yl)amino]-1H-indazol-6-yl}-5'-methoxyspiro[cyclopropan-1,3'-indol]-2'(1'H)-one